[Na+].C(\C=C\C=C\C)(=O)[O-] Sorbic acid sodium salt